C(C)(C)C1=C(C(=C(C=C1)S(=O)(=O)NC=1NC(C=2NC=NC2N1)=O)C(C)C)C(C)C (E)-triisopropylphenylsulfonylguanine